C(C1=CC=CC=C1)OCCOC1=C(C=C(C=C1)Br)O 2-{[2-(benzyloxy)ethyl]oxy}-5-bromophenol